CN1C=CC2=C1N=CN=C2N[C@H](C(=O)O)CCN(CCCCC2=NC=1NCCCC1C=C2)CCOC=2C=NC(=CC2)C (S)-2-((7-methyl-7H-pyrrolo[2,3-d]pyrimidin-4-yl)amino)-4-((2-((6-methylpyridin-3-yl)oxy)ethyl)(4-(5,6,7,8-tetrahydro-1,8-naphthyridin-2-yl)butyl)amino)butanoic acid